CC=1C=C2C(=NC1C)NC=C2C(=O)N 5,6-dimethyl-1H-pyrrolo[2,3-b]pyridine-3-carboxamide